(3R,4R,5R,6R)-3-amino-6-(hydroxymethyl)tetrahydro-2H-pyran-2,4,5-triol hydrochloride Cl.N[C@H]1C(O[C@@H]([C@@H]([C@@H]1O)O)CO)O